ethyl (R)-12-hydroxy-3,3-dimethyl-8-oxo-11-(difluoromethoxy)-2,3,8,13b-tetrahydro-1H-pyrido[2,1-a]pyrrolo[1,2-c]phthalazine-7-carboxylate OC1=CC=2[C@@H]3N(N4C(C2C=C1OC(F)F)=CC(C(=C4)C(=O)OCC)=O)C(CC3)(C)C